FC1=NC=CC=C1C1=CC(=NC=C1)C 2-fluoro-2'-methyl-3,4'-bipyridine